3-((S)-2,2-di((Z)-hexadec-9-en-1-yl)-1,3-dioxolan-4-yl)propan-1-ol C(CCCCCCC\C=C/CCCCCC)C1(OC[C@@H](O1)CCCO)CCCCCCCC\C=C/CCCCCC